ClC1=C(N=C(C=2C(N3[C@@H](COC21)CNCC3)=O)N3C(CC(C3)N3CC(C3)C(F)(F)F)(C)C)C3=C(C=CC=C3)F (6aR)-4-chloro-1-(2,2-dimethyl-4-(3-(trifluoromethyl)azetidin-1-yl)pyrrolidin-1-yl)-3-(2-fluorophenyl)-6,6a,7,8,9,10-hexahydro-12H-pyrazino[2,1-c]pyrido[3,4-f][1,4]oxazepin-12-one